CC12C[C@@H]3C([C@@H]3CC2O1)(C)C (1S,7R)-3,8,8-trimethyl-4-oxatricyclo[5.1.0.03,5]octane